(R)-7-(1,4-dimethyl-1H-pyrazol-5-yl)-5-(3-methylmorpholino)-3-(1H-pyrazol-5-yl)isothiazolo[4,5-b]pyridine 1,1-dioxide CN1N=CC(=C1C1=C2C(=NC(=C1)N1[C@@H](COCC1)C)C(=NS2(=O)=O)C2=CC=NN2)C